N1=C(C=CC=C1)N1C=NC2=C1C=CC(=C2)C(=O)O 1-(pyridin-2-yl)-1H-benzo[d]imidazole-5-carboxylic acid